C(C)CC(CC(=O)[O-])=O.C(C)CC(CC(=O)[O-])=O.[Co+2] cobalt bis(ethylacetoacetate)